benzoic acid 2-(dimethylamino)ethyl ester CN(CCOC(C1=CC=CC=C1)=O)C